FC1=CC(=C(C=C1)N1N=C(C=C1C(=O)OCC)C)C(C)O ethyl 1-(4-fluoro-2-(1-hydroxyethyl)phenyl)-3-methyl-1H-pyrazole-5-carboxylate